S(=O)(=O)(O)[SH2+].FC(F)F trifluoromethane sulfosulfonium salt